2-bromo-5-(tert-butyl)-1,3-difluorobenzene BrC1=C(C=C(C=C1F)C(C)(C)C)F